4-(6-((1S,4R,5R)-4-amino-2-((6-methoxypyridin-3-yl)methyl)-4-methyl-2,6-diazabicyclo[3.2.0]heptan-6-yl)pyridin-3-yl)-6-(1-methyl-1H-pyrazol-4-yl)pyrazolo[1,5-a]pyridine-3-carbonitrile N[C@@]1(CN([C@H]2CN([C@@H]12)C1=CC=C(C=N1)C=1C=2N(C=C(C1)C=1C=NN(C1)C)N=CC2C#N)CC=2C=NC(=CC2)OC)C